ClC1=C(C=C2C(N(C(NC2=C1)C)C1=C(C=CC=C1)C)=O)S(=O)(=O)N 7-chloro-2-methyl-3-(2-methylphenyl)-4-oxo-1,2-dihydroquinazoline-6-sulfonamide